C(#N)C1=CNC2=C(C=CC(=C12)C)NS(=O)(=O)C=1C=NN(C1)C1CC2(COC2)C1 N-(3-Cyano-4-methyl-1H-indol-7-yl)-1-(2-oxaspiro[3.3]heptan-6-yl)pyrazol-4-sulfonamid